tetraethoxy-1,3-dimethyldisiloxane C(C)O[Si](O[Si](C)(OCC)OCC)(C)OCC